3-amino-4-(4,5-diamino-1,2,4-triazole-3-yl)-furazan cobalt nitrate [N+](=O)([O-])[O-].[Co+2].NC1=NON=C1C1=NN=C(N1N)N.[N+](=O)([O-])[O-]